2,2'-oxybis(N-(2-(2-(2-(4-((S or R)-6,8-dichloro-2-methyl-1,2,3,4-tetrahydroisoquinolin-4-yl)phenylsulfonamido)ethoxy)ethoxy)ethyl)acetamide) O(CC(=O)NCCOCCOCCNS(=O)(=O)C1=CC=C(C=C1)[C@@H]1CN(CC2=C(C=C(C=C12)Cl)Cl)C)CC(=O)NCCOCCOCCNS(=O)(=O)C1=CC=C(C=C1)[C@@H]1CN(CC2=C(C=C(C=C12)Cl)Cl)C |o1:23,58|